tert-Butyl 2-(6-methoxy-5-(trifluoromethyl)pyridin-3-yl)acrylate COC1=C(C=C(C=N1)C(C(=O)OC(C)(C)C)=C)C(F)(F)F